ClC=1C(N(SC1Cl)CCCCCCCC)=O 4,5-dichloro-2-octyl-2H-isothiazole-3-one